2-(hydroxymethyl)-5-methyl-7-((1-methyl-1H-pyrazol-3-yl)methyl)thiazolo[3',2':1,2]pyrrolo[3,4-d]pyridazin-6(7H)-one OCC1=CN2C(=C3C=NN(C(C3=C2C)=O)CC2=NN(C=C2)C)S1